C(CCC)C1=CC=C(C=C1)N(NC1=CC=C(C=C1)CCCC)C(C1=CC=CC=C1)=O N,N'-bis(4-butylphenyl)benzoylhydrazine